[N+](=O)([O-])C=1C=C(C(=O)N/N=C(\C)/C2=CC=NC=C2)C=CC1 (E)-3-nitro-N'-(1-(pyridin-4-yl)ethylidene)benzohydrazide